Cl.NC\C=C(\CN1C(=NC2=C1C=CC=C2C=2C=C(C=CC2)S(=O)(=O)N(C)C)CC)/F (Z)-3-(1-(4-amino-2-fluoro-but-2-en-1-yl)-2-ethyl-1H-benzo[d]imidazol-4-yl)-N,N-dimethylbenzenesulfonamide hydrochloride